OC1=C(C=CC(=C1C)O)\C(\CC)=N\NC(=O)NCC1=CC(=CC=C1)O (E)-2-(1-(2,4-dihydroxy-3-methylphenyl)propylidene)-N-(3-hydroxybenzyl)hydrazine-1-carboxamide